2,6,10,14-tetraoxapentadecane COCCCOCCCOCCCOC